N1(CCCC1)CCC1=CC=C(C2=CC=CC=C12)O 4-(2-(pyrrolidin-1-yl)ethyl)naphthalen-1-ol